dihydrospiro[[1]benzopyran-4,1'-cyclopropane] C12(CC1)CCOC1=C2C=CC=C1